(S)-tert-butylpyrrolidine-3-carbamate C(C)(C)(C)OC(N[C@@H]1CNCC1)=O